O[C@@H]1[C@H](O[C@H]([C@@H]([C@H]1O)O)OC=1C=CC2=C(C3=C4C(CCN([C@@H]4C2)C)=CC=C3)C1O)C(=O)O (2S,3S,4S,5R,6S)-3,4,5-trihydroxy-6-(((R)-11-hydroxy-6-methyl-5,6,6a,7-tetrahydro-4H-dibenzo[de,g]quinolin-10-yl)oxy)tetrahydro-2H-pyran-2-carboxylic acid